5,6-dichloroisoindoline-1,3-dione ClC=1C=C2C(NC(C2=CC1Cl)=O)=O